BrC1=CC(=C(C(=C1)C)NC(C(C)(C)C=1N=C(SC1)NS(=O)(=O)C1CC1)=O)C N-(4-bromo-2,6-dimethylphenyl)-2-(2-(cyclopropanesulfonamido)thiazol-4-yl)-2-methylpropanamide